C(N)(OC=C(C(=O)OC)C(=O)OC)=O 2,2-dimethoxycarbonylvinyl carbamate